5-bromo-7-((5-(trifluoromethyl)pyridin-2-yl)oxy)quinoxaline BrC1=C2N=CC=NC2=CC(=C1)OC1=NC=C(C=C1)C(F)(F)F